pyridazin-3-yl-acetamide N1=NC(=CC=C1)CC(=O)N